bis(dimethylamino)acridin CN(C)C1=C(C2=CC3=CC=CC=C3N=C2C=C1)N(C)C